C1(CCCCC1)N1C=2N(C3=C(C1=O)C=NC(=N3)NC3=CC=C(C=C3)N3CCN(CC3)C)C=CN2 6-cyclohexyl-2-{[4-(4-methylpiperazin-1-yl)phenyl]amino}imidazo[1,2-a]pyrimido[5,4-e]pyrimidin-5(6H)-one